FC1(CCC(CC1)[C@@H]1[C@@H](C2=CC=C(C=C2CC1)O)C1=CC=C(C=C1)N1CCC(CC1)C=O)F 1-(4-((1R,2R)-2-(4,4-difluorocyclohexyl)-6-hydroxy-1,2,3,4-tetrahydronaphthalen-1-yl)phenyl)piperidine-4-carbaldehyde